CC=1N(C(SC1C)=NC(=O)C1C(C1(C)C)(C)C)C(CCC([2H])([2H])OS(=O)(=O)C1=CC=C(C=C1)C)([2H])[2H].C(C(=C)C)(=O)OCC(COCCOCC(COC(C(=C)C)=O)O)O 1,2-bis(3-methacryloyloxy-2-hydroxypropyloxy)ethane 4-(4,5-Dimethyl-2-((2,2,3,3-tetramethylcyclopropan-1-carbonyl)-imino)thiazol-3(2H)-yl)butyl-1,1,4,4-d4-4-methylbenzensulfonat